tert-butyl 3-[{5-carbamoyl-1-[4-(2-fluorophenoxy)phenyl]-4-nitro-1H-pyrazol-3-yl}(2-oxoethyl)amino]azetidine-1-carboxylate C(N)(=O)C1=C(C(=NN1C1=CC=C(C=C1)OC1=C(C=CC=C1)F)N(C1CN(C1)C(=O)OC(C)(C)C)CC=O)[N+](=O)[O-]